[Si](C)(C)(C(C)(C)C)O[C@@H](C(=O)OC(C)(C)C)CCC=O (R)-tert-butyl 2-(tert-butyldimethylsilyloxy)-5-oxopentanoate